N-(2-hydroxytetracosanoyl)-4R-hydroxyeicosasphinganine OC(C(=O)N[C@H](CO)[C@H](O)C(CCCCCCCCCCCCCCCC)O)CCCCCCCCCCCCCCCCCCCCCC